Cl.CNCC1=NC(=CC2=C1CN(C2=O)C2=NC(=CC=C2)C2=NN=CN2CCC)N2[C@@H](CCC2)C 4-[(methylamino)methyl]-6-[(2R)-2-methylpyrrolidin-1-yl]-2-[6-(4-propyl-4H-1,2,4-triazol-3-yl)pyridin-2-yl]-2,3-dihydro-1H-pyrrolo[3,4-c]pyridin-1-one hydrochloride